5-(2-(4-methoxy-3-methylphenylamino)-5-fluoropyrimidin-4-ylamino)-7-fluorobenzo[d]oxazol-2(3H)-one trifluoroacetate salt FC(C(=O)O)(F)F.COC1=C(C=C(C=C1)NC1=NC=C(C(=N1)NC=1C=C(C2=C(NC(O2)=O)C1)F)F)C